O=C1OC[C@H](N1)CC1N(CCC2=CC=CC=C12)C(=O)N ((R-2-oxooxazolidin-4-yl)methyl)-3,4-dihydroisoquinoline-2(1H)-carboxamide